Br.BrCC(=O)C1=NC=CC=C1C1=CC=CC=C1 2-bromo-1-(3-phenylpyridin-2-yl)ethan-1-one hydrobromide salt